N=1N=CN(C1)C1=CC(=C2C=NNC2=C1)N1CC(C1)OCCCCNCC=1C=C(C=C(C1)F)CO (3-(((4-((1-(6-(4H-1,2,4-triazol-4-yl)-1H-indazol-4-yl)azetidin-3-yl)oxy)butyl)amino)methyl)-5-fluorophenyl)methanol